4-(2,2,3-trimethyl-cyclopent-3-enyl)-butan-1-ol CC1(C(CC=C1C)CCCCO)C